4-(4-piperidinyl)-3-(trifluoromethyl)pyridazine hydrochloride Cl.N1CCC(CC1)C1=C(N=NC=C1)C(F)(F)F